CC(CCCCCC)C(C(C(=O)OCC(CO)(CO)CO)(C(C)CCCCCC)C(C)CCCCCC)(CCCCCCCCC)C(C)CCCCCC pentaerythritol tetrakis(2-octyl)dodecanoate